[9-(dichloro-methylene)-1,2,3,4-tetrahydro-1,4-methanonaphthalen-5-yl]-3-(difluoromethyl)-1-methyl-1H-pyrazole-4-carboxamide ClC(=C1C2CCC1C1=C(C=CC=C21)C2=C(C(=NN2C)C(F)F)C(=O)N)Cl